COC1=CC=C(CN2C(N(CCC2=O)C2=CC=C(C=C2)B(O)O)=O)C=C1 (4-(3-(4-Methoxybenzyl)-2,4-dioxotetrahydropyrimidin-1(2H)-yl)phenyl)boronic acid